Br[C@H]1[C@@H]2N(C([C@H]1C[C@H]2CC(=O)O)=O)CC2=CC=C(C=C2)OC.C2(CCCCC2)N2CCN(CC2)C(=O)C2=CC(=NC1=CC=C(C=C21)C)C=2OC(=CC2)C (4-cyclohexylpiperazin-1-yl)(6-methyl-2-(5-methylfuran-2-yl)quinolin-4-yl)methanone (1r,4r,6s,7r)-(+)-7-bromo-2-(4-methoxybenzyl)-3-oxo-2-azabicyclo[2.2.1]hept-6-yl-acetate